CC1=CC=C(C=N1)CCOC1=CC=2N(C=C1)C(=CN2)C2=CC=C(C#N)C=C2 4-[7-[2-(6-Methyl-3-pyridyl)ethoxy]imidazo[1,2-a]pyridin-3-yl]benzonitrile